C(C1=CC=CC=C1)(=O)N1C(=NC=2N(C=NC2C1=O)[C@@H]1O[C@@H]([C@H]([C@H]1O[Si](C)(C)C(C)(C)C)O)CO[Si](C)(C)C(C)(C)C)NC(C)=O N-(1-benzoyl-9-((2R,3R,4R,5R)-3-((tert-butyldimethylsilyl)oxy)-5-(((tert-butyldimethylsilyl)oxy)methyl)-4-hydroxytetrahydrofuran-2-yl)-6-oxo-6,9-dihydro-1H-purin-2-yl)acetamide